COC=1C=C(C=CC(=O)[O-])C=C(C1OC)OC 3,4,5-trimethoxycinnamate